5-(4-(hexyloxy)-1,2,5-thiadiazol-3-yl)-1-(1-((isopropoxycarbonyl)oxy)dodecyl)-1-methyl-1,2,3,6-tetrahydropyridin-1-ium iodide 1-Chlorododecyl-carbonochloridate ClC(CCCCCCCCCCC)OC(=O)Cl.[I-].C(CCCCC)OC=1C(=NSN1)C1=CCC[N+](C1)(C)C(CCCCCCCCCCC)OC(=O)OC(C)C